3-(E)-benzylidenetetrahydro-4H-pyran-4-one C(/C1=CC=CC=C1)=C\1/COCCC1=O